bis(2-ethylhexyl)-3,4,5,6-Tetrabromophthalate C(C)C(COC(C=1C(C(=O)OCC(CCCC)CC)=C(C(=C(C1Br)Br)Br)Br)=O)CCCC